4-Ethoxycarbonyl-2-quinolone C(C)OC(=O)C1=CC(NC2=CC=CC=C12)=O